5-(2-Isopropyl-4,5-dimethoxy-benzyl)-N2-(2,2,2-trifluoro-ethyl)-pyrimidine-2,4-diamine C(C)(C)C1=C(CC=2C(=NC(=NC2)NCC(F)(F)F)N)C=C(C(=C1)OC)OC